(1R,3S)-3-(3-amino-1H-pyrazol-5-yl)cyclopentyl-carbamic acid tert-butyl ester C(C)(C)(C)OC(N[C@H]1C[C@H](CC1)C1=CC(=NN1)N)=O